CN(C1C(NCC1)=O)CC1=CC=C(C=C1)NC(OC1=CC=CC=C1)=O phenyl (4-((methyl (2-oxopyrrolidin-3-yl)amino)methyl)phenyl)carbamate